(1R,2S,5S)-N-(2-amino-2-oxo-1-phthalazin-1-yl-ethyl)-3-[(2S)-2-[[(2S)-2-methoxypropanoyl]amino]-3,3-dimethyl-butanoyl]-6,6-dimethyl-3-azabicyclo[3.1.0]hexane-2-carboxamide NC(C(C1=NN=CC2=CC=CC=C12)NC(=O)[C@@H]1[C@H]2C([C@H]2CN1C([C@H](C(C)(C)C)NC([C@H](C)OC)=O)=O)(C)C)=O